C1=CC=CC=2C3=CC=CC=C3C(C12)COC(=O)N[C@H](C(=O)OCC1=CC=CC=C1)[C@@H](C)C1=CC=NC=C1 Benzyl (2S,3S)-2-((((9H-fluoren-9-yl)methoxy)carbonyl)amino)-3-(pyridin-4-yl)butanoate